OC1=CC=C(\C=C/2\C(C3=CC=CC=C3CC2)=O)C=C1 (E)-2-(4-Hydroxybenzylidene)-3,4-dihydronaphthalen-1(2H)-one